2-methylpropaneAldehyde tert-butyl-6-(2-(4-chloro-3-fluorophenoxy)acetamido)-2-azaspiro[3.3]heptane-2-carboxylate C(C)(C)(C)OC(=O)N1CC2(C1)CC(C2)NC(COC2=CC(=C(C=C2)Cl)F)=O.CC(C=O)C